CC1(CN(C1)CCC(=O)NC=1C=C(C(=NC1)C)NC(=O)C=1C=NN2C1C=NC(=C2)C=2C=NN(C2)C)C N-(5-(3-(3,3-dimethylazetidin-1-yl)propanamido)-2-methylpyridin-3-yl)-6-(1-methyl-1H-pyrazol-4-yl)pyrazolo[1,5-a]pyrazine-3-carboxamide